(R)-N-((R)-3-(7-methyl-1H-indazol-5-yl)-1-(4-(1-methylpiperidin-4-yl)piperazine-1-yl)-1-oxopropan-2-yl)-2'-oxo-1',2'-dihydrospiro[azepane-4,4'-pyrido[2,3-d][1,3]oxazine]-1-carboxamide CC=1C=C(C=C2C=NNC12)C[C@H](C(=O)N1CCN(CC1)C1CCN(CC1)C)NC(=O)N1CC[C@@]2(C3=C(NC(O2)=O)N=CC=C3)CCC1